8-(acryloyloxy)octyl methacrylate C(C(=C)C)(=O)OCCCCCCCCOC(C=C)=O